(2-fluoro-3,4,5,6-tetradeuterophenyl)-1-(pyridine-3-ylsulfonyl)-1H-pyrrole-3-formaldehyde FC1=C(C(=C(C(=C1[2H])[2H])[2H])[2H])C=1N(C=CC1C=O)S(=O)(=O)C=1C=NC=CC1